C(=O)(O)CCOC(C=C)=O.COC1=CC=C(C=C1)NC(CCCCC)=O N-p-methoxyphenyl-caproamide β-carboxyethyl-acrylate